4-(4-bromophenyl)benzyl alcohol BrC1=CC=C(C=C1)C1=CC=C(CO)C=C1